molybdenum phosphite P([O-])([O-])[O-].[Mo+4].P([O-])([O-])[O-].P([O-])([O-])[O-].P([O-])([O-])[O-].[Mo+4].[Mo+4]